Pyrazole-5-carbonitrile N1N=CC=C1C#N